5-fluoro-8-(4-fluorophenyl)-9-(2,5,7-triazaspiro[3.4]octane-6,8-dione-7-yl)-8,9-dihydro-2H-pyrido[4,3,2-de]phthalazin-3(7H)-one FC=1C=C2C=3C(=NNC(C3C1)=O)C(C(N2)C2=CC=C(C=C2)F)N2C(NC1(CNC1)C2=O)=O